FC1=C(C(=C(C(=C1F)F)F)F)[B-](C1=C(C(=C(C(=C1F)F)F)F)F)(C1=C(C(=C(C(=C1F)F)F)F)F)C1=C(C(=C(C(=C1F)F)F)F)F.C(CCCCCCCCCCCCCCCCC)[NH+](C1=C(C=CC=C1)C)CCCCCCCCCCCCCCCCCC di(octadecyl)tolylammonium [tetrakis(perfluorophenyl)borate]